C(C)N1C(=NN(C1=O)C=1C=C2C(=CN(C(C2=CC1F)=O)[C@@H]1[C@H](CCCC1)C)C(C)C)CO |o1:20,21| 6-(4-Ethyl-3-(hydroxymethyl)-5-oxo-4,5-dihydro-1H-1,2,4-triazol-1-yl)-7-fluoro-4-isopropyl-2-((1S*,2S*)-2-methylcyclohexyl)isochinolin-1(2H)-on